isopropyl-1H-1,2,3-triazole C(C)(C)N1N=NC=C1